COC1=CC=C(C=C1)C=1OC(=CN1)COC=1C=CC=C2C(N(NC12)C1C(NC(CC1)=O)=O)=O 3-(7-((2-(4-methoxyphenyl)oxazol-5-yl)methoxy)-3-oxo-1,3-dihydro-2H-indazol-2-yl)piperidine-2,6-dione